2-[1-[3,6-dimethyl-2-(1,4-oxazepan-4-yl)-4-oxo-quinazolin-8-yl]ethylamino]benzoic acid CN1C(=NC2=C(C=C(C=C2C1=O)C)C(C)NC1=C(C(=O)O)C=CC=C1)N1CCOCCC1